4-(Chloromethyl)-N-[4-[4-[6-chloro-4-(trifluoromethyl)-2-pyridyl]piperazin-1-yl]sulfonylphenyl]pyridine-2-carboxamide ClCC1=CC(=NC=C1)C(=O)NC1=CC=C(C=C1)S(=O)(=O)N1CCN(CC1)C1=NC(=CC(=C1)C(F)(F)F)Cl